C\C(=C/CCC1(OC2=C(C(=C(C(=C2C=C1)C)O)C)C)C)\CCC=C(C)C (E)-2-(4,8-dimethylnon-3,7-dien-1-yl)-2,5,7,8-tetramethyl-2H-chromen-6-ol